[N+](=O)([O-])C1=CC=C(C)C=C1 4-Nitrotoluene